CC1CC1C1=NN(C=C1)C1OCCCC1 2-methyl-3-[1-(oxan-2-yl)-1H-pyrazol-3-yl]cyclopropane